C(N)(=O)[C@@]1(COCC1)C1=C(C=C(C(=O)OC)C=C1)Cl |r| (±)-methyl 4-(3-carbamoyltetrahydrofuran-3-yl)-3-chloro-benzoate